C1(=CC=CC=C1)N1C[C@@H](CC1)C(=O)OC methyl (R)-1-phenylpyrrolidine-3-carboxylate